4-bromo-5-fluoro-3,6-dimethyl-1-((2-(trimethylsilyl)ethoxy)methyl)-1H-pyrazolo[3,4-b]Pyridine BrC1=C2C(=NC(=C1F)C)N(N=C2C)COCC[Si](C)(C)C